O=C1OCCN1C=1C=C(C=CC1)C=1C2=C(NN1)CN(C2)C#N 3-(3-(2-Oxooxazolidin-3-yl)phenyl)-4,6-dihydropyrrolo[3,4-c]pyrazole-5(1H)-carbonitrile